4-({2-[4-{5-chloro-2-[1-(difluoromethyl)-1H-pyrazol-4-yl]phenyl}-5-methoxy-2-oxopyridin-1(2H)-yl]-4-methoxybutyryl}amino)benzoic acid ClC=1C=CC(=C(C1)C1=CC(N(C=C1OC)C(C(=O)NC1=CC=C(C(=O)O)C=C1)CCOC)=O)C=1C=NN(C1)C(F)F